n-hexylacrylonitrile C(CCCCC)C(C#N)=C